bis(diphenylphosphine) palladium (0) palladium (II) chloride [Pd](Cl)Cl.[Pd].C1(=CC=CC=C1)PC1=CC=CC=C1.C1(=CC=CC=C1)PC1=CC=CC=C1